CN1N=CC(=C1)CN1C=2N(C=3C=CC(=CC3C1=O)S(=O)(=O)NC1(CC1)C)[C@H]1[C@@H](N2)COC1 (7aR,10aS)-6-((1-methyl-1H-pyrazol-4-yl)methyl)-N-(1-methylcyclopropyl)-5-oxo-5,6,7a,8,10,10a-hexahydrofuro-[3',4':4,5]imidazo[1,2-a]-quinazoline-3-sulfonamide